FC1=C(C=C(C(=C1O)F)F)C1=NC(=NO1)CN1S(CCCC1)(=O)=O 2-((5-(2,4,5-Trifluoro-3-hydroxyphenyl)-1,2,4-oxadiazol-3-yl)methyl)-1,2-thiazinane 1,1-dioxide